CC1=C(OC2=C(C=C(C=C2C1=O)C)[C@@H](C)NC1=C(C(=O)O)C=CC=C1)C=1C=NC(=CC1)C=1C=NN(C1)C 2-[[(1R)-1-[3,6-dimethyl-2-[6-(1-methylpyrazol-4-yl)-3-pyridinyl]-4-oxo-chromen-8-yl]ethyl]amino]benzoic acid